ClC=1C(=NC(=NC1)NC1=C(C=C2CCN(CC2=C1)C)OC)N1CC2(COC2)CC1 N-(5-chloro-4-(2-oxa-6-azaspiro[3.4]oct-6-yl)pyrimidin-2-yl)-6-methoxy-2-methyl-1,2,3,4-tetrahydroisoquinolin-7-amine